FC1=CC=C(C(=O)N2CCC(CC2)C=2OC=CN2)C=C1 2-(1-(4-fluorobenzoyl)piperidin-4-yl)oxazole